N(N)C1=NC(=CC(=N1)C#N)N(C)C 2-hydrazino-6-dimethylaminopyrimidine-4-carbonitrile